C(C1=CC=CC=C1)N(CCCCN1N=NC2=C1C=CC(=C2C)C(CC(=O)OCC)C2=CC(=C(C=C2)OC)CN2S(OC1=C(C2)C=C(C=C1)O)(=O)=O)C ethyl 3-(1-{4-[benzyl(methyl)amino]butyl}-4-methyl-1H-benzotriazol-5-yl)-3-{3-[(6-hydroxy-2,2-dioxo-2H-1,2λ6,3-benzoxathiazin-3(4H)-yl)methyl]-4-methoxyphenyl}propanoate